N1CC(C1)NC(=O)C1CN(CCC1)CC1=CC=C(C=C1)NC1=NC=CC(=N1)NC1=NC(=NC=C1)C1=NC(=CC=C1)C N-(azetidin-3-yl)-1-[[4-[[4-[[2-(6-methyl-2-pyridyl)pyrimidin-4-yl]amino]pyrimidin-2-yl]amino]phenyl]methyl]piperidine-3-carboxamide